FC1(CCC(CC1)NC=1N=CC2=C(N1)NC=C2C2OC1=C(C(NC2)=O)C=CC=C1)F (2-((4,4-difluorocyclohexyl)amino)-7H-pyrrolo[2,3-d]pyrimidin-5-yl)-3,4-dihydrobenzo[f][1,4]oxazepin-5(2H)-one